FC1=CC=C(C=C1)C1=CC2=C(N=CN=C2N[C@H](C)C=2C=CC(=[N+](C2)[O-])C(F)(F)F)N=C1 (R)-5-(1-((6-(4-fluorophenyl)pyrido[2,3-d]pyrimidin-4-yl)amino)ethyl)-2-(trifluoromethyl)pyridine 1-oxide